1-(4-fluorophenyl)-5-hydroxy-6-methyl-4,5-dihydropyrazolo[3,4-d]pyrimidine-4-one FC1=CC=C(C=C1)N1N=CC2=C1N=C(N(C2=O)O)C